3-[2-[2-[[5-[[[3-ethyl-5-[(2S)-2-(2-hydroxyethyl)-1-piperidyl]pyrazolo[1,5-a]pyrimidin-7-yl]amino]methyl]-2-pyridyl]oxy]ethoxy]ethoxy]propanal C(C)C=1C=NN2C1N=C(C=C2NCC=2C=CC(=NC2)OCCOCCOCCC=O)N2[C@@H](CCCC2)CCO